ClC1=NC=C(C(=N1)NCC(C)(C)C)C(=O)N 2-chloro-4-neopentylaminopyrimidin-5-carboxamide